FC(CO)(F)C=1C(=C(C=CC1)[C@@H](C)N[S@](=O)C(C)(C)C)C (R)-N-[(1R)-1-[3-(1,1-difluoro-2-hydroxyethyl)-2-methylphenyl]ethyl]-2-methylpropane-2-sulfinamide